rac-3-chloro-4-(((3R,4S)-3-fluoroazepan-4-yl)oxy)-6-(1-methyl-1H-pyrazol-4-yl)pyrazolo[1,5-a]pyrazine trifluoroacetate FC(C(=O)O)(F)F.ClC=1C=NN2C1C(=NC(=C2)C=2C=NN(C2)C)O[C@@H]2[C@@H](CNCCC2)F |r|